CC1=C(N)C=CC(=C1)B1OC(C(O1)(C)C)(C)C 2-methyl-4-(4,4,5,5-tetramethyl-1,3,2-dioxaborolane-2-yl)aniline